ethyl 3-{[1-(2-ethoxy-2-oxoethyl) cyclopropyl] (methyl)amino}-3-oxopropanoate C(C)OC(CC1(CC1)N(C(CC(=O)OCC)=O)C)=O